ClC=1C(=CC=2N(C1)N=CN2)C=2CCN(CC2)S(=O)(=O)C=2C=NN1C2CCCC1 6-chloro-7-(1-((4,5,6,7-tetrahydropyrazolo[1,5-a]pyridin-3-yl)sulfonyl)-1,2,3,6-tetrahydropyridin-4-yl)-[1,2,4]triazolo[1,5-a]pyridine